Cl.ClC=1C=CC(=NC1)[C@@H](C)N |r| rac-1-(5-chloropyridin-2-yl)ethanamine hydrochloride